4-((2-methyl-1-(4-(5-phenyl-1,3,4-oxadiazol-2-yl)phenyl)propyl)amino)benzoic acid CC(C(C1=CC=C(C=C1)C=1OC(=NN1)C1=CC=CC=C1)NC1=CC=C(C(=O)O)C=C1)C